5-bromo-6-(3-bromo-1-(3-chloropyridin-2-yl)-1H-pyrazole-5-carboxamido)-N-methylpyrazolo[1,5-a]pyridine-7-carboxamide BrC1=CC=2N(C(=C1NC(=O)C1=CC(=NN1C1=NC=CC=C1Cl)Br)C(=O)NC)N=CC2